(2R,3R,4S,5R)-3-(3,4-difluoro-2-methylphenyl)-4-(methoxymethoxy)-5-methyl-5-(trifluoromethyl)tetrahydrofuran-2-carboxylic acid FC=1C(=C(C=CC1F)[C@H]1[C@@H](O[C@]([C@H]1OCOC)(C(F)(F)F)C)C(=O)O)C